1-N'-(4-fluorophenyl)-1-N-[4-[7-(2-hydroxyethoxycarbamoyl)quinolin-4-yl]oxyphenyl]cyclopropane-1,1-dicarboxamide FC1=CC=C(C=C1)NC(=O)C1(CC1)C(=O)NC1=CC=C(C=C1)OC1=CC=NC2=CC(=CC=C12)C(NOCCO)=O